(6-(3-fluoro-4-hydroxyphenyl)-1H-indazol-4-yl)oxygen FC=1C=C(C=CC1O)C1=CC(=C2C=NNC2=C1)[O]